3-(bromomethyl)-2,4-difluoro-1,5-dimethoxybenzene BrCC=1C(=C(C=C(C1F)OC)OC)F